N(=[N+]=[N-])C(CO)O azidoethylene glycol